N(C1=CC=CC=C1)C1=C(C=CC(=C1)Cl)C(C=CC1=CC=C(C(=O)O)C=C1)=O 4-[3-(2-Anilino-4-chlorophenyl)-3-oxoprop-1-enyl]benzoic acid